ClC=1C=CC2=C(C1)C=1C(=CN(C(C1)=O)C(C(=O)OC(C)(C)C)C[C@@H](OC)C)CO[C@@H](C2)C Tert-Butyl (2ξ)-2-[(7R)-11-chloro-7-methyl-2-oxo-7,8-dihydro-2H-[3]benzoxocino[5,6-c]pyridin-3(5H)-yl]-2,3,5-trideoxy-4-O-methyl-L-glycero-pentonate